copper diamyl-dithiocarbamic acid C(CCCC)N(C(S)=S)CCCCC.[Cu]